FC1=C(C(=CC2=C1C1=CNN=C1CC2)O)N2CC(NS2(=O)=O)=O 5-(9-fluoro-7-hydroxy-4,5-dihydro-2H-benzo[e]indazol-8-yl)-1,2,5-thiadiazolidin-3-one 1,1-dioxide